ClC=1SC(=CC1CCNC=1N(CCN1)CCO)Cl 2-(2-{[2-(2,5-dichlorothien-3-yl)ethyl]amino}-4,5-dihydro-1H-imidazol-1-yl)ethan-1-ol